O=C1NC(CC[C@@H]1NC1=CC(=C(C=C1)N1CCC(CC1)(C(=O)OCC1=CC=CC=C1)O)F)=O benzyl 1-[4-[[(3S)-2,6-dioxo-3-piperidinyl] amino]-2-fluoro-phenyl]-4-hydroxy-piperidine-4-carboxylate